(S)-2-((tertbutoxycarbonyl)amino)3-(2,4-difluorophenyl)propanoic acid C(C)(C)(C)OC(=O)N[C@H](C(=O)O)CC1=C(C=C(C=C1)F)F